styreneitaconic anhydride C(=CC1=CC=CC=C1)C1C(C(=O)OC1=O)=C